ClC1=C(C=CC=C1F)S(=O)(=O)N1C2CN(CC1CC2)C(=O)C2=CN=NN2 {8-[(2-chloro-3-fluorophenyl)sulfonyl]-3,8-diazabicyclo[3.2.1]oct-3-yl}(1H-1,2,3-triazol-5-yl)methanone